(2S,3R)-Methyl 3-azido-2-(tritylamino)butanoate N(=[N+]=[N-])[C@@H]([C@@H](C(=O)OC)NC(C1=CC=CC=C1)(C1=CC=CC=C1)C1=CC=CC=C1)C